3-chloro-N-(quinolin-8-yl)thiophene-2-carboxamide ClC1=C(SC=C1)C(=O)NC=1C=CC=C2C=CC=NC12